dodecyl-trimethyl-salicyl-amine C(CCCCCCCCCCC)NCC=1C(O)=C(C(=C(C1)C)C)C